ethyl 5-acetyl-2-[(3,3-difluoro-1-methyl-cyclobutyl)methyl]pyrazole-3-carboxylate C(C)(=O)C=1C=C(N(N1)CC1(CC(C1)(F)F)C)C(=O)OCC